C1(\C=C\CCCCC1)OC(=O)N[C@@H](CCCCN)C(=O)O ((trans-Cyclooct-2-en-1-yloxy)carbonyl)-L-lysine